N1CC[C@H]([C@@]12COCC2)C2=CC=1C(=NC=CC1NC=1C(=CC3=C(N=CS3)C1)F)S2 N-(2-((4R,5S)-7-oxa-1-azaspiro[4.4]nonan-4-yl)thieno[2,3-b]pyridin-4-yl)-6-fluorobenzo[d]thiazol-5-amine